O[Al](Cl)Cl hydroxylaluminum chloride